methyl 4-[4-benzyloxy-1-(4-fluorophenyl)-2-(4-piperidyl)indol-3-yl]benzoate C(C1=CC=CC=C1)OC1=C2C(=C(N(C2=CC=C1)C1=CC=C(C=C1)F)C1CCNCC1)C1=CC=C(C(=O)OC)C=C1